C(#N)C1=C(C(=CC=C1)F)B(O)O 2-CYANO-6-FLUOROPHENYLBORONIC ACID